C(C1=CC=CC=C1)OC(=O)N[C@H](C(NCCOCCOCCOCCOCCOCCOCCOC)=O)CC (25S)-25-{[(benzyloxy)carbonyl]amino}-24-oxo-2,5,8,11,14,17,20-heptaoxa-23-azaheptacosane